2-[[4-[4-(hydroxy)piperidin-1-yl]-6-[4-(methyl)-4-(hydroxy)-1-piperidinyl]-2-pyrimidinyl]amino]-4-methyl-5-thiazolecarboxylic acid, ethyl ester OC1CCN(CC1)C1=NC(=NC(=C1)N1CCC(CC1)(O)C)NC=1SC(=C(N1)C)C(=O)OCC